OC1(C(C=C(C=C1)O)O)O 1,2,4-trihydroxyphenol